C(C)(C)(C)C1N(CCC(C1)C1=NNC2=CC=C(C=C12)NC1=NC=CC(=N1)NC1=C(C=CC=C1)P(=O)(C)C)C(=O)O.C(C)(C)(C)OC(=O)N1CCCCC1 piperidine-1-carboxylic acid tert-butyl ester (tert-butyl 4-(5-((4-((2-(dimethylphosphoryl)phenyl)amino)pyrimidin-2-yl)amino)-1H-indazol-3-yl)piperidine-1-carboxylate)